4-azolyl-isoxazoline N1C(=CC=C1)C1C=NOC1